ClC=1C=C(N)C=C(C1OC=1C=C2C=CC=NC2=CC1)Cl 3,5-dichloro-4-(quinolin-6-yloxy)aniline